N1=C(C=NC=C1)C1=NN2C(=NC=3C=CC=CC3C2=N1)NC=1C(N=CC=CC1)=O (3S)-3-{[2-(pyrazin-2-yl)[1,2,4]triazolo[1,5-c]quinazolin-5-yl]amino}azepin-2-one